Perfluorodecan-1-ol FC(C(C(C(C(C(C(C(C(C(F)(F)F)(F)F)(F)F)(F)F)(F)F)(F)F)(F)F)(F)F)(F)F)(O)F